(2E,2'E)-2,2'-(1-(5-(3-(piperidin-1-yl)propyl)furan-2-yl)propane-1,2-diylidene)bis(N-ethylhydrazine-1-carbothioamide) N1(CCCCC1)CCCC1=CC=C(O1)\C(\C(\C)=N\NC(NCC)=S)=N\NC(NCC)=S